6-[2-(2,2-difluoroethoxy)phenyl]-2-(2-hydroxy-2-methylpropyl)-5-oxo-N-[4-(2,2,2-trifluoroethoxy)phenyl]-2,5-dihydropyridazine-4-carboxamide FC(COC1=C(C=CC=C1)C=1C(C(=CN(N1)CC(C)(C)O)C(=O)NC1=CC=C(C=C1)OCC(F)(F)F)=O)F